6-((4'-fluoro-[1,1'-biphenyl]-4-yl)oxy)-4-methylpyridin-3-amine FC1=CC=C(C=C1)C1=CC=C(C=C1)OC1=CC(=C(C=N1)N)C